C[Pt+] methylplatinum(II)